(2R,3R,4R,5R)-2-((bis(4-methoxyphenyl) (phenyl)methoxy)methyl)-5-(6-(N-ethylbenzamido)-9H-purin-9-yl)-4-fluorotetrahydrofuran-3-yl(2-cyanoethyl)diisopropylphosphoramidite COC1=CC=C(C=C1)C(OC[C@H]1O[C@H]([C@@H]([C@@H]1OP([O-])N(C(C)(C)CCC#N)C(C)C)F)N1C2=NC=NC(=C2N=C1)N(C(C1=CC=CC=C1)=O)CC)(C1=CC=CC=C1)C1=CC=C(C=C1)OC